N1=C(N=CC=2NC=3N(C12)C1(CN3)CCCCC1)N 5',7'-dihydrospiro[cyclohexane-1,8'-imidazo[1,2-e]purin]-2'-amine